spiro[benzo[d][1,3]oxazin-4,4'-piperidin]-2(1H)-one N1CCC2(CC1)C1=C(NC(O2)=O)C=CC=C1